5,6-diethyl-2,3-dihydro-1H-inden-2-amine C(C)C=1C=C2CC(CC2=CC1CC)N